OCCN(CCO)C1=CC=C(C=O)C=C1 4-(N,N-bis(2-hydroxyethyl)amino)benzaldehyde